12,13-dihydro-13-oxo-pyrido[1,2-a:3,4-b']diindol-5-ium O=C1C2=[N+](C3=CC=CC=C13)C=CC1=C2NC2=CC=CC=C12